CC1C(=NOC1CC1=CC=CC=C1)CNC(=O)C=1C=2N(C=CC1)C(=C(N2)C)Cl methyl-5-benzyl-3-((3-chloro-2-methylimidazo[1,2-a]pyridine-8-carboxamido)methyl)-4,5-dihydroisoxazole